O1C2=C(OCC1)C=C(C=C2)C2N(CCC2)CC2=CN=C(S2)NC(C)=O N-(5-((2-(2,3-dihydrobenzo[b][1,4]dioxin-6-yl)pyrrolidin-1-yl)methyl)thiazol-2-yl)acetamide